C1(CC1)C=1C=NC(=NC1)C=1C(=NC=CN1)C(C)N 1-[3-(5-cyclopropylpyrimidin-2-yl)pyrazin-2-yl]-ethanamine